C(C=C)OC(C(=O)[O-])C allyloxylpropanoate